(7R,14R)-1-(difluoromethoxy)-11-(4-(dimethylphosphoryl)-3-fluorophenyl)-12-fluoro-6,7-dihydro-7,14-methanobenzo[f]benzo[4,5]imidazo[1,2-a][1,4]diazocin-5(14H)-one FC(OC1=CC=CC=2C(N[C@H]3C=4N([C@@H](C21)C3)C3=C(N4)C=CC(=C3F)C3=CC(=C(C=C3)P(=O)(C)C)F)=O)F